di-(tert-butyl)(3-pentafluoroethoxyphenyl)phosphine C(C)(C)(C)P(C1=CC(=CC=C1)OC(C(F)(F)F)(F)F)C(C)(C)C